S(CC1=CC(=C(C(=O)OC)C=C1F)[N+](=O)[O-])CC1=CC(=C(C(=O)OC)C=C1F)[N+](=O)[O-] dimethyl 4,4'-(thiobis(methylene))bis(5-fluoro-2-nitrobenzoate)